1,3-dichlorobutanol ClC(CC(C)Cl)O